1,1-Bis(4-hydroxyphenyl)-3,4-dimethylcyclohexane OC1=CC=C(C=C1)C1(CC(C(CC1)C)C)C1=CC=C(C=C1)O